ClC=1C=C2C(=CC1)NC(C21CCN(CC1)CCOC1=CC=C(C=C1)S(=O)(=O)CCO)=O 5-chloro-1'-{2-[4-(2-hydroxyethanesulfonyl)phenoxy]ethyl}-1,2-dihydrospiro[indole-3,4'-piperidin]-2-one